C(C)(C)(C)OC(=O)N1C(CCC=C1OS(=O)(=O)C(F)(F)F)C methyl-6-(((trifluoromethyl)sulfonyl)oxy)-3,4-dihydropyridine-1(2H)-carboxylic acid tert-butyl ester